N1C(=CC=2C=NC=CC21)CNC(CC2=C(C=CC(=C2C#N)NCCCC2=CC=CC=C2)C2=CC=CC=C2)=O N-((1H-pyrrolo[3,2-c]pyridin-2-yl)methyl)-2-(3-cyano-4-((3-phenylpropyl)amino)-[1,1'-biphenyl]-2-yl)acetamide